CCCCCCCCCS 1-Nonylthiol